FC1=C(C=CC=C1)C1=NCC=2N(C3=C1C=C(C=C3)C(F)(F)F)N=C(N2)C(=O)O 6-(2-Fluorophenyl)-8-(trifluoromethyl)-4H-[1,2,4]triazolo[1,5-a][1,4]benzodiazepine-2-carboxylic acid